BrC1=C(C=CC(=C1)Br)NS([O-])(=O)=O.[Na+] Sodium N-(2,4-dibromophenyl)sulfamate